C1=NC=CC2=CC(=CC=C12)/C=C/C(=O)C1=CC=CC=C1 (E)-3-(isoquinoline-6-yl)-1-phenylpropan-2-en-1-one